4-amino-5-chloro-2,3-dihydrobenzofuran-7-formaldehyde NC1=C(C=C(C2=C1CCO2)C=O)Cl